CC1(C(=C(C(=C1)C)C)C)[Ce](C1(C(=C(C(=C1)C)C)C)C)C1(C(=C(C(=C1)C)C)C)C tris(1,2,3,4-tetramethyl-2,4-cyclopentadienyl)cerium (III)